N1-(4,6-bis(heptadecan-9-yloxy)-1,3,5-triazin-2-yl)hexane-1,6-diamine CCCCCCCCC(CCCCCCCC)OC1=NC(=NC(=N1)OC(CCCCCCCC)CCCCCCCC)NCCCCCCN